ClC1=CC=C(C=C1)C1=CC2=C(C3=C(S2)C=CC(=C3)CC)C=C1 7-(4-chlorophenyl)-2-ethyl-dibenzothiophene